CC1=C(C(=C(C1([Hf+2]C=1CC=2C=CC3=C(C2C1C[Si](C)(C)C)C=CC=C3)C)C)C)C pentamethylcyclopentadienyl(1-trimethylsilylmethylbenz[e]indenyl)hafnium(IV)